ClC1=C2C(=NC=C1C1=CNC3=C(C=CC=C13)N1C(CCCC1)=O)NC[C@]21C[C@@H](CC1)O 1-(3-((1R,3R)-4'-Chloro-3-hydroxy-1',2'-dihydrospiro[cyclopentane-1,3'-pyrrolo[2,3-b]pyridin]-5'-yl)-1H-indol-7-yl)piperidin-2-one